C([2H])([2H])([2H])OS(OC([2H])([2H])[2H])(=O)=O sulfuric acid di[2H3]Methyl ester